1-(4-((2-((tert-butoxycarbonyl)amino)phenyl)carbamoyl)phenyl)ethyl 2-((S)-4-(4-chlorophenyl)-2,3,9-trimethyl-6H-thieno[3,2-f][1,2,4]triazolo[4,3-a][1,4]diazepin-6-yl)acetate ClC1=CC=C(C=C1)C1=N[C@H](C=2N(C3=C1C(=C(S3)C)C)C(=NN2)C)CC(=O)OC(C)C2=CC=C(C=C2)C(NC2=C(C=CC=C2)NC(=O)OC(C)(C)C)=O